1-(8-hydroxy-5-methyl-3,4-dihydroquinolin-1(2H)-yl)-2-methylpropan-1-one OC=1C=CC(=C2CCCN(C12)C(C(C)C)=O)C